C1(=CC=C(C=C1)[C@@]1(CC[C@@]2([C@H]3CC[C@@]4(C(CC[C@H]4[C@@H]3CC[C@@H]2C1)[C@@H](CC1C(N=C(S1)N)=O)C)C)C)O)C1=CC=CC=C1 5-((2R)-2-((3S,5R,8R,9S,10S,13R,14S)-3-([1,1'-biphenyl]-4-yl)-3-hydroxy-10,13-dimethylhexadecahydro-1H-cyclopenta[a]phenanthren-17-yl)propyl)-2-aminothiazol-4(5H)-one